Acetylgenistin C(C)(=O)OC[C@@H]1[C@H]([C@@H]([C@H]([C@H](OC=2C=C(C=3C(C(=COC3C2)C2=CC=C(O)C=C2)=O)O)O1)O)O)O